O=C1NC(=CC=C1C(=O)NC1CCCC2=C(C=CC=C12)CCC1=CC=CC=C1)C(F)(F)F 2-oxo-N-(5-phenethyl-1,2,3,4-tetrahydronaphthalen-1-yl)-6-(trifluoromethyl)-1,2-dihydropyridine-3-carboxamide